C1CC(CCC1CC2CCC(CC2)N)N 4,4'-Methylenedicyclohexylamine